(3R)-4-amino-7-fluoro-3-methyl-N-(pyrimidin-2-ylmethyl)-N-(7-(trifluoromethyl)chroman-4-yl)-1,3-dihydrofuro[3,4-c]quinolin-8-carboxamide NC1=NC=2C=C(C(=CC2C2=C1[C@H](OC2)C)C(=O)N(C2CCOC1=CC(=CC=C21)C(F)(F)F)CC2=NC=CC=N2)F